O1COC2=C1C=CC(=C2)S(=O)(=O)Cl benzo[d][1,3]dioxol-5-sulfonyl chloride